C[C@@H]1CN(CCN1)C=1C=CC=2N(C(C=C(N2)C2=NN3C(C(=NC(=C3)C)CCC)=C2)=O)C1 7-[(3R)-3-methylpiperazin-1-yl]-2-(6-methyl-4-propylpyrazolo[1,5-a]pyrazin-2-yl)-4H-pyrido[1,2-a]pyrimidin-4-one